C(C)(C)(C)O[Ti] t-butoxytitanium